N-(3-Hydroxy-2,6-dimethylphenyl)-2-((4-(methylsulfonyl)phenyl)amino)thiazole-5-carboxamide OC=1C(=C(C(=CC1)C)NC(=O)C1=CN=C(S1)NC1=CC=C(C=C1)S(=O)(=O)C)C